C(C=C)(=O)N1[C@H](CN(CC1)C=1C2=C(N=C(N1)C(=O)O)CN(CC2)C2=CC=CC1=CC=CC(=C21)C)CC#N (S)-4-(4-propenoyl-3-(cyanomethyl)piperazin-1-yl)-7-(8-methylnaphthalen-1-yl)-5,6,7,8-tetrahydropyrido[3,4-d]pyrimidine-2-carboxylic acid